rel-(1S)-2,2,2-trifluoro-1-[2-[8-imino-7-methyl-9-[[4-[1-methyl-4-(trifluoromethyl)imidazol-2-yl]phenyl]methyl]purin-2-yl]phenyl]ethanol FC([C@@H](O)C1=C(C=CC=C1)C1=NC=C2N(C(N(C2=N1)CC1=CC=C(C=C1)C=1N(C=C(N1)C(F)(F)F)C)=N)C)(F)F |o1:2|